C(C)(C)(C)OC(=O)N1[C@H]2CC(C[C@@H]1CC2)N(C(C2=CC(=C(C=C2)C2C(C2)C2=CC(=NC1=CC=CC=C21)C)Cl)=O)C (1R,3s,5S)-3-(3-chloro-N-methyl-4-(2-(2-methylquinolin-4-yl)cyclopropyl)benzamido)-8-azabicyclo[3.2.1]octane-8-carboxylic acid tert-butyl ester